Cl.C(CCC)C1=NC=2C(=C(N=NC2N)C=2NC=CC2)N1CC1=CC=C(C=C1)OC 2-butyl-1-(4-methoxybenzyl)-7-(1H-pyrrol-2-yl)-1H-imidazo[4,5-d]pyridazin-4-amine hydrochloride